3-(5-((7-azaspiro[3.5]nonan-2-yl)oxy)-1-oxoisoindolin-2-yl)piperidine-2,6-dione C1C(CC12CCNCC2)OC=2C=C1CN(C(C1=CC2)=O)C2C(NC(CC2)=O)=O